CC=1C=C(C=CC1OC1=CC=2N(C=C1)N=CN2)NC=2C1=C(N=CN2)C=NC(=C1)N1[C@@H]2C[C@@H]2C(C1=O)=C (1R,5R)-2-{4-[(3-methyl-4-{[1,2,4]triazolo[1,5-a]pyridin-7-yloxy}phenyl)amino]pyrido[3,4-d]pyrimidin-6-yl}-4-methylidene-2-azabicyclo[3.1.0]hexan-3-one